C(C)[C@H]1[C@H](NC(C1)=O)COC=1C=CC=C2C=C(C=3N(C12)N=CN3)C(=O)N 9-(((2S,3R)-3-ethyl-5-oxopyrrolidin-2-yl)methoxy)-[1,2,4]triazolo[1,5-a]quinoline-4-carboxamide